7β,19-Epoxy-5a-hydroxy-cholest-2-en-6-on O[C@]12C([C@H]3[C@H]4[C@@H]5CC[C@H]([C@@H](CCCC(C)C)C)[C@]5(CC[C@@H]4[C@]2(CC=CC1)CO3)C)=O